Endo-3-((6-formylamino-5-nitropyridin-2-yl)oxy)-8-azabicyclo[3.2.1]octane-8-carboxylic acid tert-butyl ester C(C)(C)(C)OC(=O)N1C2CC(CC1CC2)OC2=NC(=C(C=C2)[N+](=O)[O-])NC=O